benzoic acid lithium salt monohydrate O.[Li+].C(C1=CC=CC=C1)(=O)[O-]